4-((3-(1H-1,2,3-triazol-1-yl)propyl)thio)phenol N1(N=NC=C1)CCCSC1=CC=C(C=C1)O